6-(3,5-dimethylisoxazol-4-yl)pyridin sodium (1R,2R)-2-allyl-2-methylcyclopentane-1-sulfinate C(C=C)[C@@]1([C@@H](CCC1)S(=O)[O-])C.[Na+].CC1=NOC(=C1C1=CC=CC=N1)C